(2,2-difluorospiro[2.3]hex-5-yl)-[(5S,7S)-7-fluoro-5-phenyl-6,7-dihydro-5H-pyrrolo[1,2-b][1,2,4]triazol-2-yl]methanone FC1(CC12CC(C2)C(=O)C=2N=C1N(N2)[C@@H](C[C@@H]1F)C1=CC=CC=C1)F